1-(3-tert-butylphenyl)-2-(methylamino)ethanol C(C)(C)(C)C=1C=C(C=CC1)C(CNC)O